C(C)(C)(C)NS(=O)(=O)C1=CC(=C(C(=O)OC)C=C1)F methyl 4-(N-(tert-butyl)sulfamoyl)-2-fluorobenzoate